1-(Benzenesulfonyl)-4-[4-nitro-2-(trifluoromethyl)phenyl]pyrrolo[2,3-b]pyridine C1(=CC=CC=C1)S(=O)(=O)N1C=CC=2C1=NC=CC2C2=C(C=C(C=C2)[N+](=O)[O-])C(F)(F)F